ClC=1C(=NC(=C(C(=O)O)C1)NC1=C(C=C(C=C1)F)C)C 5-chloro-2-((4-fluoro-2-methylphenyl)amino)-6-methylnicotinic acid